S[SiH3].[Na] sodium mercaptosilane